OCC#CC1=CNC(C2=CC=3C=CN=C(C3C=C21)OC[C@H]2NC(CC2)=O)=O (S)-4-(3-hydroxyprop-1-yn-1-yl)-6-((5-oxopyrrolidin-2-yl)methoxy)pyrido[3,4-g]isoquinolin-1(2H)-one